3-(4-(4-cyanopiperidin-1-yl)pyrimidin-2-yl)imidazo[1,2-a]pyrazine-6-carboxamide C(#N)C1CCN(CC1)C1=NC(=NC=C1)C1=CN=C2N1C=C(N=C2)C(=O)N